(S)-2-fluoro-N-(9-oxo-2-(trifluoromethyl)-9H-indeno[2,1-d]pyrimidin-7-yl)propanamide F[C@H](C(=O)NC1=CC=2C(C=3N=C(N=CC3C2C=C1)C(F)(F)F)=O)C